5-[[2-(4-methyl-1,2,5-oxadiazol-3-yl)benzimidazol-1-yl]methyl]pyridin-2-ol CC=1C(=NON1)C1=NC2=C(N1CC=1C=CC(=NC1)O)C=CC=C2